tert-butyl N-[1-[3-[(2,6-dioxo-3-piperidinyl) amino] phenyl]-4-piperidinyl]-N-methyl-carbamate O=C1NC(CCC1NC=1C=C(C=CC1)N1CCC(CC1)N(C(OC(C)(C)C)=O)C)=O